C(CCCCCCCCCCC)N(C(CCC(=O)NCCCN(CCCC)CCCC)=O)C N-dodecyl-N-methyl-N'-[3-(dibutylamino)propyl]-succinic acid diamide